(R,E)-N-(1-iminoethyl)-4-phenyl-N'-((4-(trifluoromethyl)phenyl)sulfonyl)-3-(6-(Trifluoromethyl)pyridin-3-yl)-4,5-dihydro-1H-pyrazole N(=C(/C)\N1N([C@H](C(C1)C1=CC=CC=C1)C=1C=NC(=CC1)C(F)(F)F)S(=O)(=O)C1=CC=C(C=C1)C(F)(F)F)/[H]